N-(2-oxo-2-(4-(7-((2-(trimethylsilyl)ethoxy)methyl)-7H-pyrrolo[2,3-d]pyrimidin-4-yl)-3,4-dihydro-2H-1,4-thiazin-6-yl)ethyl)nicotinamide O=C(CNC(C1=CN=CC=C1)=O)C1=CN(CCS1)C=1C2=C(N=CN1)N(C=C2)COCC[Si](C)(C)C